FC1(CCN(CC1)C1=NC(=CC(=N1)NC(C1=C(C=C(C=C1)NS(NCCO)(=O)=O)N1C[C@@H]2C[C@@]2(CC1)C)=O)C)F N-(2-(4,4-difluoropiperidin-1-yl)-6-methylpyrimidin-4-yl)-4-((N-(2-hydroxyethyl)sulfamoyl)amino)-2-((1R,6R)-6-methyl-3-azabicyclo[4.1.0]heptan-3-yl)benzamide